(2R,3S,5R)-5-[6-[bis(isopropoxycarbonyl) amino]-2-fluoro-9H-purin-9-yl]-2-ethynyl-2-(((4-methylbenzoyl) oxy) methyl)-tetrahydrofuran-3-yl 4-methylbenzoate CC1=CC=C(C(=O)O[C@@H]2[C@](O[C@H](C2)N2C3=NC(=NC(=C3N=C2)N(C(=O)OC(C)C)C(=O)OC(C)C)F)(COC(C2=CC=C(C=C2)C)=O)C#C)C=C1